(1s,3r)-1-ethyl-3-((5-(4-fluoro-1-isopropyl-2-methyl-1H-benzo[d]imidazol-6-yl)-4-methoxypyrrolo[2,1-f][1,2,4]triazin-2-yl)amino)cyclobutan-1-ol C(C)C1(CC(C1)NC1=NN2C(C(=N1)OC)=C(C=C2)C=2C=C(C1=C(N(C(=N1)C)C(C)C)C2)F)O